FC1=CC=C(C=C1)C1=NC(=CC(=C1)C(C)(C)NC(OCC1=CC=CC=C1)=O)OC1[C@@H]2CN(C[C@H]12)C(=O)C1=CC=2N(C(=C1)C(C)O)N=C(C2)C rac-benzyl (2-(2-(4-fluorophenyl)-6-(((1R,5S,6s)-3-(7-(1-hydroxyethyl)-2-methylpyrazolo[1,5-a]pyridine-5-carbonyl)-3-azabicyclo[3.1.0]hexan-6-yl)oxy)pyridin-4-yl)propan-2-yl)carbamate